C(C)(C)(C)P(C(C)(C)C)(C(C)(C)C)CS(=O)(=O)O (tri-tert-butylphosphino)methanesulfonic acid